(2-(methoxymethyl)-3-oxoquinuclidin-2-yl)methyl-L-valine hydrochloride Cl.COCC1(N2CCC(C1=O)CC2)CN[C@@H](C(C)C)C(=O)O